5-methyl-6-{4-[(2-methyl-1,3-benzoxazol-6-yl)oxy]piperidin-1-yl}-N-(pyridin-4-ylmethyl)pyridazine-3-carboxamide CC=1C=C(N=NC1N1CCC(CC1)OC1=CC2=C(N=C(O2)C)C=C1)C(=O)NCC1=CC=NC=C1